NC1=C2C(=NC=N1)N(N=C2C=2NC1=CC(=CC(=C1C2Cl)Cl)C(=O)NC)C(C)(C)C 2-{4-Amino-1-tert-butyl-1H-pyrazolo[3,4-d]pyrimidin-3-yl}-3,4-dichloro-N-methyl-1H-indole-6-carboxamide